OCC[C@@H]1N(C[C@H](N(C1)C(C)C=1C=C2N=CC=NC2=CC1)C)N1N=C2C(N(C(C=C2)=O)C)=C1 ((2S,5R)-2-(2-hydroxyethyl)-5-methyl-4-(1-(quinoxalin-6-yl)ethyl)piperazin-1-yl)-4-methyl-2,4-dihydro-5H-pyrazolo[4,3-b]pyridin-5-one